[(1R)-2-[tert-butyl(dimethyl)silyl]oxy-1-methyl-ethyl] 4-methylbenzenesulfonate CC1=CC=C(C=C1)S(=O)(=O)O[C@@H](CO[Si](C)(C)C(C)(C)C)C